6-(benzo[d]thiazol-7-yl)-2-((S)-2,2-dimethylcyclopropane-1-carbonyl)-2,6-diazaspiro[3.4]octane-8-carboxamide S1C=NC2=C1C(=CC=C2)N2CC1(CN(C1)C(=O)[C@@H]1C(C1)(C)C)C(C2)C(=O)N